tert-butyl (E)-3-bromo-2-((diethoxyphosphoryl)difluoromethyl)-7-styrylbenzo[b]thiophene-5-carboxylate BrC=1C2=C(SC1C(F)(F)P(=O)(OCC)OCC)C(=CC(=C2)C(=O)OC(C)(C)C)\C=C\C2=CC=CC=C2